trans-4-(4-propylcyclohexyl)benzonitrile C(CC)[C@@H]1CC[C@H](CC1)C1=CC=C(C#N)C=C1